dimethyltin bis(2-ethylhexylmercaptoacetate) C(C)C(CSCC(=O)[O-])CCCC.C(C)C(CSCC(=O)[O-])CCCC.C[Sn+2]C